ClC=1C=C(C=CC1)C1=NN(C=C1)C1=NC=2N(C(=C1)N1CCOCC1)N=C(C2)C2=NN(C=C2)C 4-[5-[3-(3-chlorophenyl)pyrazol-1-yl]-2-(1-methylpyrazol-3-yl)pyrazolo[1,5-a]pyrimidin-7-yl]morpholine